OCC=1C=C2C([C@](C3(C(=C2C1)C)CC3)(C)CC(=O)[O-])=O (R)-2'-(hydroxymethyl)-4',6'-dimethyl-7'-oxo-6',7'-dihydrospiro[cyclopropane-1,5'-inden]-6'-ylacetate